tert-butyl (6-(3-(benzyloxy)cyclobutyl)-5-methoxypyridazin-3-yl)carbamate C(C1=CC=CC=C1)OC1CC(C1)C1=C(C=C(N=N1)NC(OC(C)(C)C)=O)OC